F[C@H]1COCC[C@@H]1N1CC2=C(N=C(N=C2)C)C2(C1=O)CN(C2)C 6'-((3R,4S)-3-fluorotetrahydro-2H-pyran-4-yl)-1,2'-dimethyl-5',6'-dihydro-7'H-spiro[azetidine-3,8'-pyrido[4,3-d]pyrimidin]-7'-one